C(=O)C=1C=C(C#N)C=CC1N1N=CN=C1 3-formyl-4-(1H-1,2,4-triazol-1-yl)benzonitrile